5-hydroxy-6-((3-isopropyl-4-(4-((4-(1-oxidothiomorpholine-4-carbonyl)phenyl)ethynyl)phenyl)-2-oxoimidazolidin-1-yl)methyl)pyrimidin-4(3H)-one OC=1C(NC=NC1CN1C(N(C(C1)C1=CC=C(C=C1)C#CC1=CC=C(C=C1)C(=O)N1CCS(CC1)=O)C(C)C)=O)=O